1,3-diisopropylimidazo[1,2-a]pyridin-1-ium chloride [Cl-].C(C)(C)[N+]=1C=C(N2C1C=CC=C2)C(C)C